ClC1(C(CC12CCC(CC2)C(=O)OCC)=O)Cl ethyl 3,3-dichloro-2-oxo-spiro[3.5]nonane-7-carboxylate